(2R,6R)-4-(7-cyano-3-fluoro-pyrazolo[1,5-a]pyridin-4-yl)-6-methyl-morpholine-2-carboxylic acid C(#N)C1=CC=C(C=2N1N=CC2F)N2C[C@@H](O[C@@H](C2)C)C(=O)O